FC=1C(=C(C=CC1)NC(=S)C=1C(NCCC1NCC1=C(C=NC=C1)OCC(C)(C)O)=O)OC N-(3-fluoro-2-methoxyphenyl)-4-({[3-(2-hydroxy-2-methylpropoxy)pyridin-4-yl]methyl}amino)-2-oxo-1,2,5,6-tetrahydropyridine-3-carbothioamide